C(#N)C=1N=CC(=NC1)NC1=CC(=C(N=N1)C(=O)NC)NCC1CN(CCO1)C 6-(5-cyanopyrazin-2-ylamino)-N-methyl-4-((4-methylmorpholin-2-yl)methylamino)pyridazine-3-carboxamide